COC1=CC=2[C@@]34C([C@H](CC2C=C1N1CC(CCC1)N)N(CC4)C)CCCC3 1-[(1S,9S)-4-methoxy-17-methyl-17-azatetracyclo[7.5.3.01,10.02,7]heptadeca-2(7),3,5-trien-5-yl]piperidin-3-amine